C1OCC2C1CN(C2)C2=C(C=CC=C2Cl)NS(=O)(=O)C2=CC=C(S2)S(=O)(=O)N(C)C N5-[2-(1,3,3a,4,6,6a-hexahydrofuro[3,4-c]pyrrol-5-yl)-3-chloro-phenyl]-N2,N2-dimethyl-thiophene-2,5-disulfonamide